CC1CN=C(CC1)C1=CCCN(C1)C(=O)OCC1=CC=CC=C1 benzyl 5-(3-methyl-2,3,4,5-tetrahydropyridin-6-yl)-3,6-dihydro-2H-pyridine-1-carboxylate